(R)-4-((1R,5S)-3,8-diazabicyclo[3.2.1]octan-8-yl)-2-(((S)-1-isopropylpyrrolidin-2-yl)methoxy)-1'-methyl-1',4',5,8-tetrahydro-2'H,6H-spiro[quinazoline-7,3'-quinoline] [C@H]12CNC[C@H](CC1)N2C2=NC(=NC=1C[C@@]3(CN(C4=CC=CC=C4C3)C)CCC21)OC[C@H]2N(CCC2)C(C)C